COC1=CC(=NC=C1C)[Sn](C)(C)C 4-methoxy-5-methyl-2-(trimethylstannyl)pyridine